C(C)(C)(C)OC(COC1=C(C=C(C=C1)C(NCNC=1C(=C2C=NN(C2=CC1)C1OCCCC1)Cl)=O)OC)=O 2-[4-[(4-chloro-1-tetrahydropyran-2-yl-indazol-5-yl)aminomethyl-carbamoyl]-2-methoxy-phenoxy]acetic acid tert-butyl ester